BrC1=CC(=C(C=C1F)C(\C=C\NC(C)C)=O)Cl (E)-1-(4-bromo-2-chloro-5-fluorophenyl)-3-(isopropylamino)prop-2-en-1-one